N=1C=NN2C1C=C(C=C2)OC2=CC(=C(C=C2C)NC=2C1=C(N=CN2)C=CC(=N1)C1C[C@H]2CC[C@@H](C1)N2)F N-(4-([1,2,4]triazolo[1,5-a]pyridin-7-yloxy)-2-fluoro-5-methylphenyl)-6-((1R,3r,5S)-8-azabicyclo[3.2.1]octan-3-yl)pyrido[3,2-d]pyrimidin-4-amine